5-(thiazol-2-yl)octahydrocyclopenta[c]pyrrol-5-ol S1C(=NC=C1)C1(CC2C(CNC2)C1)O